2-(S)-cyclopropyl-(7-(3-methyl-1H-pyrrolo[2,3-b]pyridin-5-yl)-5-(pyrrolidin-2-yl)-3,4-dihydroisoquinolin-2(1H)-yl)methanone C1C(C1)C(=O)N1CC2=CC(=CC(=C2CC1)[C@H]1NCCC1)C=1C=C2C(=NC1)NC=C2C